C(#N)CNC(COC1=CC(=CC=C1)C=O)=O N-(CYANOMETHYL)-2-(3-FORMYLPHENOXY)ACETAMIDE